C(C1=CC=CC=C1)N[C@@H]([C@H](C)O)CO[Si](C1=CC=CC=C1)(C1=CC=CC=C1)C(C)(C)C (2S,3R)-3-(Benzylamino)-4-((tert-butyldiphenylsilyl)oxy)butan-2-ol